6-(4-(2-Methylpent-2-yl)phenoxy)pyridin-3-amine CC(C)(CCC)C1=CC=C(OC2=CC=C(C=N2)N)C=C1